(R)-6-(6-amino-5-chloro-1H-pyrazolo[3,4-b]pyridin-1-yl)-N-(2-fluoro-3-hydroxy-3-methylbutyl)-4-(isopropylamino)nicotinamide NC1=C(C=C2C(=N1)N(N=C2)C2=NC=C(C(=O)NC[C@H](C(C)(C)O)F)C(=C2)NC(C)C)Cl